3-[5-(5-Aminopent-1-yn-1-yl)-3-methyl-2-oxo-1,3-benzodiazol-1-yl]piperidine-2,6-dione NCCCC#CC1=CC2=C(N(C(N2C)=O)C2C(NC(CC2)=O)=O)C=C1